O1CCN(CC1)C1=CC=C(C2=CC=CC=C12)O 4-morpholino-naphthol